FC=1C=C(OCCN2CCC3(CC2)C(NC2=CC=C(C=C23)C#N)=O)C=C(C1C1(COC1)S(=O)(=O)C)F 1'-{2-[3,5-difluoro-4-(3-methanesulfonyloxetan-3-yl)phenoxy]ethyl}-2-oxo-1,2-dihydrospiro[indole-3,4'-piperidine]-5-carbonitrile